2-[(3S)-1-[2-ethyl-6-(1-methyl-5-{[(4-methyl-3-oxo-6-propyl-3,4-dihydropyrazin-2-yl)oxy]methyl}-1H-1,2,3-triazol-4-yl)pyridin-3-yl]-5,5-difluoropiperidin-3-yl]acetic acid C(C)C1=NC(=CC=C1N1C[C@H](CC(C1)(F)F)CC(=O)O)C=1N=NN(C1COC1=NC(=CN(C1=O)C)CCC)C